3-benzyl-4-[(2-chloro-6-fluorophenyl)methyl]-4,5-dihydro-1,2,4-oxadiazol-5-one C(C1=CC=CC=C1)C1=NOC(N1CC1=C(C=CC=C1F)Cl)=O